C(C)(=O)N(C1=C(C=C(C=C1)C1=CC=C(C=N1)C(=O)NCC1=CN=CS1)Cl)CC1CC1 6-[4-[acetyl(cyclopropylmethyl)amino]-3-chloro-phenyl]-N-(thiazol-5-ylmethyl)pyridine-3-carboxamide